C(C=C)(=O)OOCC(O)COOC(C(=C)C)=O 1-acryloxy-3-methacryloxyglycerol